NC1=NN2C(C=CC(=C2)C=2C=C(C(=NC2)C)N2OCC[C@H]2C=2C=NC=CC2)=N1 (S)-N-(5-(2-amino-[1,2,4]triazolo[1,5-a]pyridin-6-yl)-2-methylpyridin-3-yl)-3-(pyridin-3-yl)isoxazolidine